C(C)(C)(C)C1=CN=C(O1)CSC1=CN=C(S1)NC(=O)C1CCN(CC1)CCCCCCCCNC(OC(C)(C)C)=O tert-butyl (8-(4-((5-(((5-(tert-butyl)oxazol-2-yl)methyl)thio) thiazol-2-yl)carbamoyl)piperidin-1-yl)octyl)carbamate